ClCC1=CC=C(C=C1)N1C(=NC=2C1=NC(=CC2)C=2C=NC(=CC2)OCF)C=2C(=NC=CC2)N 3-(3-(4-(Chloromethyl)phenyl)-5-(6-(fluoromethoxy)pyridin-3-yl)-3H-imidazo[4,5-b]pyridin-2-yl)pyridin-2-amine